NC(CC(=O)O)C1=CC=CC=C1 3-amino-3-phenylpropionic acid